ClC1=CC=C(C=C1)C(COC)(C)C=1N=C(SC1)N 4-(2-(4-chlorophenyl)-1-methoxypropan-2-yl)thiazol-2-amine